(3-(5-fluoropyrimidin-2-yl)-4-methylphenyl)-3-methyl-6-azabicyclo[3.1.1]heptane-6-carboxamide FC=1C=NC(=NC1)C=1C=C(C=CC1C)C12CC(CC(N1C(=O)N)C2)C